CN(C(SCCCS(=O)(=O)O)=S)C N,N-dimethyldithiocarbamic acid, 3-sulfopropyl ester